C(C)OC(C=CC1N(C(OC1)(C)C)C(=O)OC(C)(C)C)=O tert-butyl 4-(3-ethoxy-3-oxoprop-1-enyl)-2,2-dimethyloxazolidine-3-carboxylate